C1C(=C(C(=O)O1)C2=CC(=CC(=C2)O)O)CC3=CC=C(C=C3)O The molecule is a butenolide that is furan-2(5H)-one substituted by a 3,5-dihydroxyphenyl group at position 3 and a 4-hydroxybenzyl group at position 4. It has been isolated from Penicillium species. It has a role as a Penicillium metabolite. It is a butenolide and a polyphenol.